CC=C[Si]1=CC=CC2=CC=CC=C12 methylvinylsilanaphthaline